N1C=NC(=C1)CCN(C(OC(C)(C)C)=O)CC1=CC(=C(C=C1)OC(F)(F)F)Cl tert-Butyl (2-(1H-imidazol-4-yl)ethyl)(3-chloro-4-(trifluoromethoxy)benzyl)carbamate